C(CCCCCCCCCCCCCCCCCCCC)OC=1C(=C(C=CC1)O)C 3-(henicosyloxy)-2-methyl-phenol